4-(2-cyclopropyl-4-fluorophenoxy)-5,8-dihydropyrido[3,4-d]pyrimidine-7(6H)-carboxylic acid tert-butyl ester C(C)(C)(C)OC(=O)N1CC=2N=CN=C(C2CC1)OC1=C(C=C(C=C1)F)C1CC1